CS(=O)CCS(=O)(=O)C (E)-1-(methylsulfinyl)-2-(methylsulfonyl)ethane